tert-Butyl 4-(1-Methoxycyclopropyl)-2-azabicyclo[2.2.1]heptane-2-carboxylate COC1(CC1)C12CN(C(CC1)C2)C(=O)OC(C)(C)C